COC=1C=C(CC(C(=O)N)CCCCCCC)C=CC1OC (3,4-dimethoxybenzyl)nonanamide